5-((1S,2R)-1-(7-chloro-1,1-dioxido-4,5-dihydrobenzo[f][1,2]thiazepin-2(3H)-yl)-2-(6-fluoro-2,3-dimethylphenyl)propyl)-1,3,4-oxadiazol-2(3H)-one ClC=1C=CC2=C(CCCN(S2(=O)=O)[C@@H]([C@H](C)C2=C(C(=CC=C2F)C)C)C2=NNC(O2)=O)C1